ClC1=C(C=C(C(=O)N2CCN(CC2)CCCCC2CCN(CC2)C(=O)OC(C)(C)C)C=C1)N1C(NC(CC1)=O)=O tert-Butyl 4-(4-(4-(4-chloro-3-(2,4-dioxotetrahydropyrimidin-1(2H)-yl)benzoyl)piperazin-1-yl)butyl)piperidine-1-carboxylate